FC(CCCI)(F)F 1,1,1-trifluoro-4-iodobutane